COC=1C=C2C=CC(=CC2=CC1)C(C#CC1=CC=C(C=C1)C)=O 1-(6-methoxy-2-naphthyl)-3-(4-methylphenyl)-2-propyn-1-one